COC1=NC=C(C2=C1N=C(S2)NC(=O)N2CCC(CC2)(O)CC2=CC=CC=C2)C2=CC=CC=C2 4-Benzyl-4-hydroxy-piperidine-1-carboxylic acid (4-methoxy-7-phenyl-thiazolo[4,5-c]pyridin-2-yl)-amide